Methyl 1-(3-fluoropropyl)-1H-1,2,3-triazole-5-carboxylate FCCCN1N=NC=C1C(=O)OC